7-(bromomethyl)-4-fluorobenzofuran BrCC1=CC=C(C=2C=COC21)F